C(CCCCCCCCCCCCCCC)OC(CCCCCCC\C=C/CCCCCCCC)=O.C(CCCCCCCCCCCCCCC(C)C)(=O)OCCCCCCCCCCCCCCCC cetyl isostearate cetyl-oleate